CSC(SC)SC tri(methylthio)methane